dodecanoic acid 5-dodecylheptadecyl ester C(CCCCCCCCCCC)C(CCCCOC(CCCCCCCCCCC)=O)CCCCCCCCCCCC